Cl.BrC1=CC=2C(=C3C(=NC2C=C1)CCC3)N 7-bromo-1H,2H,3H-cyclopenta[b]quinoline-9-amine hydrochloride